C(CCC)N1C(C2=C(C=C1C)OC(=C2C2=C(C=C(C=C2)Cl)Cl)C)=O 5-butyl-3-(2,4-dichlorophenyl)-2,6-dimethylfuro[3,2-c]pyridin-4(5H)-one